2-methyl-quinazolin-4-amine formate C(=O)O.CC1=NC2=CC=CC=C2C(=N1)N